FC=1C=NC(=NC1)N[C@H]1[C@@H](CN(CC1)C(=O)OC(C)(C)C)OCC1=CC=C(C=C1)C(F)(F)F tert-butyl trans-4-(5-fluoropyrimidin-2-ylamino)-3-(4-(trifluoromethyl)benzyloxy)piperidine-1-carboxylate